4-(2-chloro-4-(4-methylbenzoyl)phenylthio)phenyldiphenylsulfonium hexafluoroantimonate F[Sb-](F)(F)(F)(F)F.ClC1=C(C=CC(=C1)C(C1=CC=C(C=C1)C)=O)SC1=CC=C(C=C1)[S+](C1=CC=CC=C1)C1=CC=CC=C1